FC(C1CC=C(CC1)C=1C=CC=C2C=C(C=NC12)CNC[C@@H](C)NC(C)=O)(F)F N-((2R)-1-(((8-(4-(trifluoromethyl)cyclohex-1-en-1-yl)quinolin-3-yl)methyl)amino)propan-2-yl)acetamide